4,12-methanobenzofuro[3,2-e]isoquinoline C1C=NC2=C3C=CC=C4C13C1=C(O4)C=CC=C1C2